5-benzyl-N-((1aR,2R,8bS)-5,7-difluoro-3-oxo-1,1a,2,3,4,8b-hexahydrobenzo[b]cycloprop[d]azepin-2-yl)-4H-1,2,4-triazole-3-carboxamide C(C1=CC=CC=C1)C=1NC(=NN1)C(=O)N[C@@H]1[C@H]2[C@@H](C3=C(NC1=O)C(=CC(=C3)F)F)C2